C(C1=CC=CC=C1)OC(=O)N(C)CC12CNCC(CC1)N2C(=O)OC(C)(C)C tert-butyl 1-((((benzyloxy)carbonyl)(methyl)amino)methyl)-3,8-diazabicyclo[3.2.1]octane-8-carboxylate